tert-butyl 4-[2-amino-4-[2-(2,6-dimethyl-4-pyridyl)-3-methyl-1H-indol-6-yl]anilino]piperidine-1-carboxylate NC1=C(NC2CCN(CC2)C(=O)OC(C)(C)C)C=CC(=C1)C1=CC=C2C(=C(NC2=C1)C1=CC(=NC(=C1)C)C)C